N1=NN=NC2=C1C=CS2 thienotetrazine